C(=O)O.NCCN1CCC(CC1)C(=O)N1CCN(CC1)C(=O)C1=C(C=C(C=C1)NC(=O)C=1N(C(=CN1)C1=C(C(=C(C=C1)OC)F)F)C)Cl N-[4-[4-[1-(2-aminoethyl)piperidine-4-carbonyl]piperazine-1-carbonyl]-3-chloro-phenyl]-5-(2,3-difluoro-4-methoxy-phenyl)-1-methyl-imidazole-2-carboxamide formate